(1R,2S,3S,4R)-3-((2-(5-fluoro-1H-pyrazolo[3,4-b]pyridin-3-yl)-7-(methoxymethyl)pyrrolo[2,1-f][1,2,4]triazin-4-yl)amino)bicyclo[2.2.2]octane-2-carboxylic acid ethyl ester C(C)OC(=O)[C@H]1C2CCC([C@@H]1NC1=NC(=NN3C1=CC=C3COC)C3=NNC1=NC=C(C=C13)F)CC2